CC1=CC=C(C=C1)S(=O)(=O)OCCC(CCC)N(C)C 3-(dimethylamino)-1-hexyl p-toluenesulfonate